N-(2-methyl-5-((3-((4-methylpiperazin-1-yl)methyl)-5-(trifluoromethyl)phenyl)carbamoyl)benzyl)imidazo[1,2-a]pyridine-3-carboxamide CC1=C(CNC(=O)C2=CN=C3N2C=CC=C3)C=C(C=C1)C(NC1=CC(=CC(=C1)C(F)(F)F)CN1CCN(CC1)C)=O